ClC=1C=C2C(=C(N1)C(=O)N[C@H](C)C1=C(C(=CC=C1)C(F)F)F)NC=C2 5-chloro-N-[(1R)-1-[3-(difluoromethyl)-2-fluoro-phenyl]ethyl]-1H-pyrrolo[2,3-c]pyridine-7-carboxamide